2-amino-4-(((tert-butyldimethylsilyl)oxy)methyl)-7-fluoroquinoline-6-carboxylic acid NC1=NC2=CC(=C(C=C2C(=C1)CO[Si](C)(C)C(C)(C)C)C(=O)O)F